(3-Methyl-6-(pyrrolidin-1-yl)benzo[g]pyrrolo[2,1-a]-phthalazine-1,2-diyl)dimethanol CC1=C(C(=C2N1N=C(C1=CC3=C(C=C21)C=CC=C3)N3CCCC3)CO)CO